3,3-dimethylazetidin CC1(CNC1)C